ethyl 2-methyl-5-oxo-6-((tetrahydrofuran-2-yl)methyl)-5,6-dihydro-1,6-naphthyridine-3-carboxylate CC1=NC=2C=CN(C(C2C=C1C(=O)OCC)=O)CC1OCCC1